8-((2s,5r)-4-((4-cyanothiophen-2-yl)methyl)-2,5-dimethylpiperazin-1-yl)-5-methyl-6-oxo-5,6-dihydro-1,5-naphthyridine-2-carbonitrile C(#N)C=1C=C(SC1)CN1C[C@@H](N(C[C@H]1C)C1=CC(N(C=2C=CC(=NC12)C#N)C)=O)C